trimethylbenzylammonium beta-naphthalenesulfinate C1=C(C=CC2=CC=CC=C12)S(=O)[O-].C[N+](CC1=CC=CC=C1)(C)C